N-ethyl-3-(4'-methoxy-3'-(N-(5-oxo-5,6,7,8-tetrahydro-1,6-naphthyridin-3-yl)sulfamoyl)-[1,1'-biphenyl]-4-yl)propanamide C(C)NC(CCC1=CC=C(C=C1)C1=CC(=C(C=C1)OC)S(NC=1C=NC=2CCNC(C2C1)=O)(=O)=O)=O